p-bromo-α-bromoacetophenone BrC1=CC=C(C=C1)C(CBr)=O